2,2,2-tribromoethyl (S)-N-(2-((((9H-fluoren-9-yl)methoxy)carbonyl)amino)propyl)-N-(2-(5-methyl-2,4-dioxo-3,4-dihydropyrimidin-1(2H)-yl)acetyl)glycinate C1=CC=CC=2C3=CC=CC=C3C(C12)COC(=O)N[C@H](CN(CC(=O)OCC(Br)(Br)Br)C(CN1C(NC(C(=C1)C)=O)=O)=O)C